4-[(2,2-dimethyl-4-oxo-3,4-dihydro-2H-thiin-6-yl)thio]-3-nitrobenzonitrile CC1(SC(=CC(C1)=O)SC1=C(C=C(C#N)C=C1)[N+](=O)[O-])C